C1(CCCCC1)OC(C(=C(OC1CCCCC1)OC1CCCCC1)OC1CCCCC1)C tetracyclohexyloxybutene